O[C@@H](CC(=O)N[C@@H](C)C1=CC(=CC=C1)C(F)(F)F)C(C)(C)C (S)-3-hydroxy-4,4-dimethyl-N-((S)-1-(3-(trifluoromethyl)phenyl)ethyl)pentanamide